(S)-(4-(1,1-difluoroethyl)oxazol-5-yl)(4-(7-fluorobenzo[d]oxazol-2-yl)-6,7-dihydro-1H-imidazo[4,5-c]pyridin-5(4H)-yl)methanone FC(C)(F)C=1N=COC1C(=O)N1[C@@H](C2=C(CC1)NC=N2)C=2OC1=C(N2)C=CC=C1F